(R)-4-(2-Amino-2-methylpropanoyl)-N-(1-(4-((4-aminopiperidin-1-yl)methyl)phenyl)-2-oxo-1,2-dihydropyrimidin-4-yl)-2-methylpiperazine-1-carboxamide hydrochloride salt Cl.NC(C(=O)N1C[C@H](N(CC1)C(=O)NC1=NC(N(C=C1)C1=CC=C(C=C1)CN1CCC(CC1)N)=O)C)(C)C